C(C)(C)(C)C1=C(C=CC(=C1)C(C)C)O 2-tert-butyl-p-isopropyl-phenol